5-(hydroxymethyl)picolinic acid OCC=1C=CC(=NC1)C(=O)O